C(#C)C=1OC=C(N1)OC1=C(N=NN1)C(=O)O 5-((2-ethynyloxazol-4-yl)oxy)-1H-1,2,3-triazole-4-carboxylic acid